COC1=CC(=CC2=C(C=CC=C12)OC)C(=O)N1CCC2(CC1)OC(C1=CC(=CC=C1C2)C(C)C)=O 1'-(4,8-dimethoxy-2-naphthoyl)-7-isopropylspiro[isochroman-3,4'-piperidin]-1-one